4-propenyl-benzocyclobutene tert-butyl-4-(3-(2,6-bis(benzyloxy)pyridin-3-yl)-7-fluoro-1-methyl-1H-indazol-6-yl)-3,6-dihydropyridine-1(2H)-carboxylate C(C)(C)(C)OC(=O)N1CCC(=CC1)C1=CC=C2C(=NN(C2=C1F)C)C=1C(=NC(=CC1)OCC1=CC=CC=C1)OCC1=CC=CC=C1.C(=CC)C1=C2C(CC2)=CC=C1